CC1=CC=C(S1)C(CC(C#N)C=1SC=CC1)=O 4-(5-methylthiophene-2-yl)-4-oxo-2-(thiophen-2-yl)butyronitrile